FC=1C=C(C=CC1[N+](=O)[O-])B1OC(C(O1)(C)C)(C)C 2-(3-fluoro-4-nitrophenyl)-4,4,5,5-tetramethyl-1,3,2-dioxaborolane